C(C)OC(CC1(CC1)CO)=O 2-(1-(hydroxymethyl)cyclopropyl)acetic acid ethyl ester